(R)-8-bromo-N2-(cyclobutylmethyl)-N4-(1-cyclopropylethyl)quinazoline-2,4-diamine BrC=1C=CC=C2C(=NC(=NC12)NCC1CCC1)N[C@H](C)C1CC1